gamma-(acryloxy)propyltrimethoxysilane 3-nitro-5-oxo-7,8-dihydro-1,6-naphthyridine-6(5H)-carboxylate [N+](=O)([O-])C=1C=NC=2CCN(C(C2C1)=O)C(=O)O.C(C=C)(=O)OCCC[Si](OC)(OC)OC